2,3-dihydro-benzofuran-5-carboxylic acid [2-(7-methyl-1,7-diaza-spiro[3.5]non-1-yl)-benzooxazol-5-yl]-amide CN1CCC2(CCN2C=2OC3=C(N2)C=C(C=C3)NC(=O)C=3C=CC2=C(CCO2)C3)CC1